8-((2s,5r)-2,5-diethyl-4-(4-(trifluoromethoxy)benzyl)piperazin-1-yl)-5-methyl-6-oxo-5,6-dihydro-1,5-naphthyridine-2-carbonitrile C(C)[C@@H]1N(C[C@H](N(C1)CC1=CC=C(C=C1)OC(F)(F)F)CC)C1=CC(N(C=2C=CC(=NC12)C#N)C)=O